6-nitroquinoxaline-5-amine [N+](=O)([O-])C1=C(C=2N=CC=NC2C=C1)N